CN1C(CCCC1)CC1=CC(=CC=C1)[C@@H]1NC[C@H](CC1)C 1-methyl-2-(3-((2R,5S)-5-methylpiperidin-2-yl)Benzyl)piperidine